ClCCCCCCCCCCC[Si](OCC)(OCC)OCC 11-chloroundecyl(triethoxy)silane